CN(CCCOC1=C(C=C(C=C1)NC(=O)NC1=CC(=C(C=C1)F)O)C=1N(N=CC1)C)C 1-[4-(3-Dimethylamino-propoxy)-3-(2-methyl-2H-pyrazol-3-yl)-phenyl]-3-(4-fluoro-3-hydroxy-phenyl)-urea